C(CC=C)S(=O)(=O)C1=CC=C(C=C1)B(O)O 4-(3-butenylsulfonyl)phenylboronic acid